p-methyl-phenyl-acetic acid CC1=CC=C(C=C1)CC(=O)O